SC1=NC=NN1CC(C)O 3-(5-mercapto-1,2,4-triazol-1-yl)-propan-2-ol